ClC1=CC=C(CN[C@@H]2CCO[C@]23O[C@@H]([C@@H]([C@@H]([C@H]3O)N3N=NC(=C3)C3=CC(=C(C(=C3)F)F)F)O)CO)C=C1 (4r,5s,7r,8r,9s,10r)-4-((4-chlorobenzyl)amino)-7-(hydroxymethyl)-9-(4-(3,4,5-trifluorophenyl)-1H-1,2,3-triazol-1-yl)-1,6-dioxaspiro[4.5]decan-8,10-diol